(S)-5'-((dimethylamino)methyl)-2'-(1-(4-ethoxy-5-fluoropyridin-2-yl)ethyl)-7'-((2-(Methylamino)-1H-imidazol-1-yl)methyl)-2',3'-dihydro-1'H-spiro[cyclopropane-1,4'-isoquinoline] CN(C)CC1=C2C3(CN(CC2=CC(=C1)CN1C(=NC=C1)NC)[C@@H](C)C1=NC=C(C(=C1)OCC)F)CC3